NCCC(=O)N(CCOCCOCC#C)CCOCCOCC#C 3-amino-N,N-bis(2-(2-(prop-2-yn-1-yloxy)ethoxy)ethyl)propanamide